OCC1=CC(=CC(=N1)P(OCC)(=O)C)C#CC1=C(C=C(C=C1OC)OC)OC ethyl (6-(hydroxymethyl)-4-((2,4,6-trimethoxyphenyl)ethynyl)pyridin-2-yl)(methyl)phosphinate